N-(cis-4-methoxycyclohexyl)-5-(3-(2-methoxyethyl)-2-methyl-3H-imidazo[4,5-b]pyridin-5-yl)pyrrolo[2,1-f][1,2,4]triazin-2-amine CO[C@H]1CC[C@H](CC1)NC1=NN2C(C=N1)=C(C=C2)C2=CC=C1C(=N2)N(C(=N1)C)CCOC